tetrapropyl-oxysilane 2-hydroxy-4-(3,5,7-trihydroxy-4-oxo-4H-chromen-2-yl)phenolate OC1=C(C=CC(=C1)C=1OC2=CC(=CC(=C2C(C1O)=O)O)O)[O-].C(CC)O[Si](OCCC)(OCCC)OCCC